C1(CCCC1)C1=NC2=NC=NC(=C2N1)C(=O)NCC1=CC(=CC(=C1)C=1C=NN(C1)C=1C=NC=NC1)F 8-Cyclopentyl-N-(3-fluoro-5-(1-(pyrimidin-5-yl)-1H-pyrazol-4-yl)benzyl)-7H-purine-6-carboxamide